ClC1=C(C(=O)NCC(N2CCC(CC2)OCC2=NOC(=C2)C)C2=C(N=CS2)C(F)F)C(=CC=C1)F 2-chloro-N-{2-[4-(difluoromethyl)-1,3-thiazol-5-yl]-2-{4-[(5-methyl-1,2-oxazol-3-yl)methoxy]piperidin-1-yl}ethyl}-6-fluorobenzamide